ClC1=NC=C2N(C(N(C2=N1)C1(CCOCC1)C#CC)=O)C 2-chloro-7-methyl-9-(4-(prop-1-yn-1-yl)tetrahydro-2H-pyran-4-yl)-7,9-dihydro-8H-purin-8-one